pentamethylcyclopentadienyl(1-methyl-benz[e]indenyl)hafnium CC1=C(C(=C(C1([Hf]C=1CC=2C=CC3=C(C2C1C)C=CC=C3)C)C)C)C